C(=CCCCCCCCCCCCCCCCC)N1C(=C(C(C=C1)=O)OCC1=CC=C(C=C1)OC)C N-octadecenyl-2-methyl-3-(4-methoxybenzyloxy)-pyridin-4-one